ClC1=C2C(=NC=3C=CC(=CC13)OC1=CC=C(C=C1)C(C)(C)C)CCC2 9-chloro-7-(4-tert-butylphenoxy)-1H,2H,3H-cyclopenta[b]quinoline